(4-bromo-2-fluoro-phenoxy)-4-methyl-thiazole BrC1=CC(=C(OC=2SC=C(N2)C)C=C1)F